2-chloro-4-(dibenzo[b,d]thiophen-4-yl)-6-(phenyl-d5)-1,3,5-triazine ClC1=NC(=NC(=N1)C1=CC=CC2=C1SC1=C2C=CC=C1)C1=C(C(=C(C(=C1[2H])[2H])[2H])[2H])[2H]